2-((5-fluoro-1H-pyrazol-3-yl)methyl)-6-((1-methyl-1H-pyrazol-4-yl)sulfonyl)phthalazin-1(2H)-one FC1=CC(=NN1)CN1C(C2=CC=C(C=C2C=N1)S(=O)(=O)C=1C=NN(C1)C)=O